6-methoxy-3-(2-(piperidin-1-yl)propyl)-1H-indole COC1=CC=C2C(=CNC2=C1)CC(C)N1CCCCC1